N1=CC=C(C=C1)OC1CC(C1)CO ((1r,3r)-3-(pyridine-4-oxy)cyclobutyl)methanol